C1(CC1)COC=1C=CC(=NC1)NC([C@H](C)N1C[C@H](C(CC1)(F)F)C1=CC=NN1)=O (S)-N-(5-(cyclopropylmethoxy)pyridin-2-yl)-2-((S)-4,4-difluoro-3-(1H-pyrazol-5-yl)piperidin-1-yl)propanamide